N-tert-butylcarbonyl-1,1-bis(hydroxymethyl)-2-hydroxyethylamine C(C)(C)(C)C(=O)NC(CO)(CO)CO